C(CCCCCCCC)OCOCCCC(CC(C)[Li])C 6-nonoxymethoxy-1,3-dimethylhexyllithium